C(C)C(=CC)I ethyl-iodopropylene